(1R,5S)-1-tosyl-3-oxa-bicyclo[3.1.0]hexan-2-one S(=O)(=O)(C1=CC=C(C)C=C1)[C@]12C(OC[C@@H]2C1)=O